tert-butyl 4-(2-(tert-butoxycarbonyl)-1-methylhydrazine-1-carbonyl)-1-cyclopropyl-6-oxo-1,6-dihydropyridine-3-carboxylate C(C)(C)(C)OC(=O)NN(C(=O)C=1C(=CN(C(C1)=O)C1CC1)C(=O)OC(C)(C)C)C